3-([1,1'-biphenyl]-4-yl)-2-(5-hydroxy-6-oxo-1,6-dihydropyrimidin-4-yl)propanoic acid C1(=CC=C(C=C1)CC(C(=O)O)C=1N=CNC(C1O)=O)C1=CC=CC=C1